O1[C@@H](COCC1)CC=1C2=C(C(NC1)=O)C=C(N2)C2=NC(=NC=C2)C 7-[(2R)-1,4-dioxan-2-ylmethyl]-2-(2-methylpyrimidin-4-yl)-1H,5H-pyrrolo[3,2-c]Pyridin-4-one